FC=1C=C(CN2CCC3(CC2)COC2=C4CN(C(C4=CC=C23)=O)C2C(NC(CC2)=O)=O)C=C(C1)F 3-(1'-(3,5-difluorobenzyl)-6-oxo-6,8-dihydro-2H,7H-spiro[furo[2,3-e]isoindole-3,4'-piperidin]-7-yl)piperidine-2,6-dione